CN(CCC=1SC2=C(N1)C=C(C=C2)C2N(CC(CC2)C)C(C(=O)NC=2C1=C(C=NC2)C=NN1)=O)C Racemic-2-[2-[2-[2-(dimethylamino)ethyl]-1,3-benzothiazol-5-yl]-5-methyl-1-piperidyl]-2-oxo-N-(1H-pyrazolo[4,3-c]pyridin-7-yl)acetamide